O1C(C1)C1=NC=CC=C1 (oxiran-2-yl)pyridine